rac-tert-butyl (RS)-6-methyl-2-(naphthalen-2-yl)-3-(pyridin-4-yl)-6,7-dihydropyrazolo[1,5-a]pyrazine-5(4H)-carboxylate C[C@H]1N(CC=2N(C1)N=C(C2C2=CC=NC=C2)C2=CC1=CC=CC=C1C=C2)C(=O)OC(C)(C)C |r|